2-[3-(trifluoromethyl)pyrrolidin-1-yl]Pyrimidine FC(C1CN(CC1)C1=NC=CC=N1)(F)F